1-(4-(4-amino-1-cyclopropyl-1H-pyrazolo[3,4-d]pyrimidin-3-yl)-2-fluorophenyl)-3-(3-(1-hydroxy-2-methylpropan-2-yl)isoxazol-5-yl)urea NC1=C2C(=NC=N1)N(N=C2C2=CC(=C(C=C2)NC(=O)NC2=CC(=NO2)C(CO)(C)C)F)C2CC2